ClC1=CC=C(C(=O)NC2=NC(N(S2)CC2=CC=C(C=C2)Cl)=O)C=C1 4-CHLORO-N-(2-(4-CHLOROBENZYL)-3-OXO-2,3-DIHYDRO-1,2,4-THIADIAZOL-5-YL)BENZAMIDE